2-amino-4-(2-furyl)-6-methylsulfanyl-pyrimidine-5-carboxylic acid ethyl ester C(C)OC(=O)C=1C(=NC(=NC1SC)N)C=1OC=CC1